C(C)C(COC(N)=O)CCCC carbamic acid-2-ethylhexyl ester